2-amino-1-methyl-propanol 1,1-dimethylethyl-N-[1-[4-[6'-[[2-[trans-4-(acetylmethylamino)cyclohexyl]acetyl]amino][2,4'-bipyridin]-3'-yl]phenyl]cyclobutyl]carbamate CC(C)(C)N(C(=O)OC(C(C)N)C)C1(CCC1)C1=CC=C(C=C1)C=1C=NC(=CC1C1=NC=CC=C1)NC(C[C@@H]1CC[C@H](CC1)N(C)C(C)=O)=O